CC1(CCC(O1)[C@@]1(CN(CC1)C(C)(C)C=1C=NC(=CC1)C)CCC1=NC2=NC=NC=C2N1)C (S)-8-(2-(3-(5,5-dimethyl-tetrahydrofuran-2-yl)-1-(2-(6-methylpyridin-3-yl)propan-2-yl)pyrrolidin-3-yl)ethyl)-7H-purine